C(#N)C1(CC1)C1=CC=CC(=N1)C(CNC(=O)C1=NOC(=C1)C1=C(C=C(C=C1)F)F)(C)C=1C=NN(C1)C N-[2-[6-(1-cyanocyclopropyl)-2-pyridyl]-2-(1-methylpyrazol-4-yl)propyl]-5-(2,4-difluorophenyl)isoxazole-3-carboxamide